CN1C(=NN=C1)S[C@@H](C)C=1C=C(C=CC1)C1=CC(=NO1)C1=CC=C(C(=O)O)C=C1 4-(5-{3-[(1S)-1-[(4-methyl-4H-1,2,4-triazol-3-yl)sulfanyl]ethyl]phenyl}-1,2-oxazol-3-yl)benzoic acid